4-[7-bromo-2-chloro-6-(difluoromethoxy)-8-fluoroquinazolin-4-yl]Piperazine-1-carboxylic acid tert-butyl ester C(C)(C)(C)OC(=O)N1CCN(CC1)C1=NC(=NC2=C(C(=C(C=C12)OC(F)F)Br)F)Cl